ClC1=CC=C(OC2(CN(CC2)C(=O)NC=2C(=NC=CC2C#N)C2CCN(CC2)C(C)C)C)C=C1 3-(4-chlorophenoxy)-N-[4-cyano-2-(1-isopropylpiperidin-4-yl)pyridin-3-yl]-3-methylpyrrolidine-1-carboxamide